5-bromo-6-fluoropyridine-3-amine BrC=1C=C(C=NC1F)N